(benzyloxy)-3-(cyclopropylmethoxy)benzaldehyde C(C1=CC=CC=C1)OC1=C(C=O)C=CC=C1OCC1CC1